(±)-trans-N-[8-(benzhydrylideneamino)-6-(4-methyl-3-pyridyl)-3-isoquinolyl]-2-(hydroxymethyl)cyclopropanecarboxamide C(C1=CC=CC=C1)(C1=CC=CC=C1)=NC=1C=C(C=C2C=C(N=CC12)NC(=O)[C@H]1[C@@H](C1)CO)C=1C=NC=CC1C |r|